Oxazolo[5,4-c]pyridine-2-thiol N1=C(OC=2C=NC=CC21)S